threitol triacrylate C(C=C)(=O)O.C(C=C)(=O)O.C(C=C)(=O)O.C([C@@H](O)[C@H](O)CO)O